Cl.CS(=O)(=O)N1CCC(CC1)COC1=CN=C(C=C1C#N)CN1CC2=CC=C(C=C2C1)C(F)(F)F 5-((1-(methylsulfonyl)piperidin-4-yl)methoxy)-2-((5-(trifluoro-methyl)isoindolin-2-yl)methyl)isonicotinonitrile hydrochloride